6-(4-(1-((tert-butyl(dimethyl)silyl)oxy)propan-2-yl)-8-chloro-5,6-dihydro-4H-[1,4]oxazepino[5,6,7-de]quinazolin-9-yl)-4-methyl-5-(trifluoromethyl)pyridin-2-amine [Si](C)(C)(C(C)(C)C)OCC(C)N1CCOC=2C=3C1=NC=NC3C=C(C2Cl)C2=C(C(=CC(=N2)N)C)C(F)(F)F